ClC1=C(C(=O)NC2CCC(CC2)CN2C(N(C3=C2C=CC=C3)CC(C3=CC=CC=C3)=O)=O)C=C(C=C1)Cl 2,5-dichloro-N-((1r,4r)-4-((2-oxo-3-(2-oxo-2-phenylethyl)-2,3-dihydro-1H-benzo[d]imidazol-1-yl)methyl)cyclohexyl)benzamide